(E)-1-(2-Hydroxy-4-methoxyphenyl)-3-[4-(pyrrolidine-1-carbonyl)phenyl]prop-2-en-1-one OC1=C(C=CC(=C1)OC)C(\C=C\C1=CC=C(C=C1)C(=O)N1CCCC1)=O